CN1C(N(C2=C1C=C(C=C2)C#CCN2C[C@@H](OCC2)CNC)C2C(NC(CC2)=O)=O)=O 3-[3-methyl-5-[3-[(2S)-2-(methylaminomethyl)morpholin-4-yl]Prop-1-ynyl]-2-oxo-benzoImidazol-1-yl]Piperidine-2,6-dione